2-Amino-2-deoxy-β-D-mannopyranosyl-(1→3)-2-amino-2-deoxy-α-L-fucopyranosyl-(1→3)-2-amino-2-deoxy-D-galactose N[C@@H]1[C@@H](O[C@@H]([C@H]([C@@H]1O)O)CO)O[C@H]1[C@@H]([C@@H](O[C@H]([C@H]1O)C)O[C@H]([C@H](C=O)N)[C@@H](O)[C@H](O)CO)N